2-(1-(5-methyl-2-((1-methyl-1H-pyrazol-4-yl)amino)pyrimidin-4-yl)-3-(4-methylpiperazin-1-yl)azetidin-3-yl)acetonitrile CC=1C(=NC(=NC1)NC=1C=NN(C1)C)N1CC(C1)(N1CCN(CC1)C)CC#N